SC=1SC(=NN1)S 2,5-dimercapto-[1,3,4]-thiadiazole